2-(2-aminopyrimidin-5-yl)-4-((2S,6R)-2,6-dimethylmorpholinyl)-5,6,7,8-tetrahydropyrido[3,4-d]pyrimidin NC1=NC=C(C=N1)C=1N=C(C2=C(N1)CNCC2)N2C[C@@H](O[C@@H](C2)C)C